tert-Butyl 4-(3-((4-cyano-2-methoxybenzyl)oxy)phenyl)piperidine-1-carboxylate C(#N)C1=CC(=C(COC=2C=C(C=CC2)C2CCN(CC2)C(=O)OC(C)(C)C)C=C1)OC